trihydroxypropionate OC(CC(=O)[O-])(O)O